NC1=C(C(=NC=N1)N1C[C@H]([C@@H](CC1)C(=O)N(C)C)N1C(C(CCC1)NC1=CC(=CC(=C1)C(F)(F)F)Cl)=O)F (3'S,4'R)-1'-(6-amino-5-fluoropyrimidin-4-yl)-3-((3-chloro-5-(trifluoromethyl)phenyl)amino)-N,N-dimethyl-2-oxo-[1,3'-bipiperidine]-4'-carboxamide